BrC1=CC=C(C=C1)C1CCN(CC1)CC(C)O 1-[4-(4-bromophenyl)-1-piperidinyl]Propan-2-ol